tert-butyl N-(cyclobutylmethyl)-N-({2-[(6-methoxy-1-oxo-1,2-dihydro-2,7-naphthyridin-2-yl)methyl]imidazo[1,2-a]pyridin-6-yl}methyl)carbamate C1(CCC1)CN(C(OC(C)(C)C)=O)CC=1C=CC=2N(C1)C=C(N2)CN2C(C1=CN=C(C=C1C=C2)OC)=O